ClC1=CC=C(S1)CNC1=CC(=NN1C(C(C)(C)C)=O)C1CCN(CC1)S(=O)(=O)C 1-(5-{[(5-Chlorothiophen-2-yl)methyl]amino}-3-(1-methansulfonylpiperidin-4-yl)-1H-pyrazol-1-yl)-2,2-dimethylpropan-1-on